2-Ethylhexyl-2-cyano-3,3-di-phenylacrylat C(C)C(COC(C(=C(C1=CC=CC=C1)C1=CC=CC=C1)C#N)=O)CCCC